F[C@H]1C[C@H](N2N=C(N=C21)S(=O)(=O)[C@H]2[C@H](C2)C#N)C2=CC=CC=C2 (1r,2r)-2-[[(5s,7s)-7-fluoro-5-phenyl-6,7-dihydro-5H-pyrrolo[1,2-b][1,2,4]triazol-2-yl]sulfonyl]cyclopropanecarbonitrile